((1R,3s,5S)-8-((4-methylthiazol-2-yl)methyl)-8-azabicyclo[3.2.1]oct-3-yl)-1H-indole-6-carboxamide CC=1N=C(SC1)CN1[C@H]2CC(C[C@@H]1CC2)N2C=CC1=CC=C(C=C21)C(=O)N